(E)-1-(4-fluorostyryl)tetrahydro-1H-thiophen-1-ium triflate [O-]S(=O)(=O)C(F)(F)F.FC1=CC=C(/C=C/[S+]2CCCC2)C=C1